ClC1=CC(=C(COC2=NC=3CN(CCC3C=C2)CCC2=NC=3C(=NC(=CC3)C(=O)OC)N2C[C@H]2OCC2)C=C1)F methyl (S)-2-(2-(2-((4-chloro-2-fluorobenzyl)oxy)-5,8-dihydro-1,7-naphthyridin-7(6H)-yl)ethyl)-3-(oxetan-2-ylmethyl)-3H-imidazo[4,5-b]pyridine-5-carboxylate